C(CCCCCCCCC)N(CCCCCCC(C(=O)[O-])(C(=O)[O-])C)CC(CO)O 2-(6-(decyl(2,3-dihydroxypropyl)amino)hexyl)-2-methylmalonate